5,7-Difluoro-1-(4-(2-methylmorpholino)phenyl)-1H-indazol-6-ol FC=1C=C2C=NN(C2=C(C1O)F)C1=CC=C(C=C1)N1CC(OCC1)C